C(C)(C)(C)N(C(O)=O)C12CC(C1)(C2)C=O.C[SiH2]C=2C1=CC=CC=C1C=1C=CC=CC1C2 methyl-(phenanthren-9-yl)silane tert-butyl-(3-formylbicyclo[1.1.1]pentan-1-yl)carbamate